(3-chloro-4-hydroxy-5-nitrophenyl)(spiro[benzo[b][1,4]oxazin-2,1'-cyclopropane]-4(3H)-yl)methanone ClC=1C=C(C=C(C1O)[N+](=O)[O-])C(=O)N1C2=C(OC3(CC3)C1)C=CC=C2